CC1C(N(CCC1)C)=O dimethyl-oxo-piperidine